N-(6-bromoimidazo[1,2-a]pyrimidin-2-yl)-2-fluoro-5-methoxybenzamide BrC=1C=NC=2N(C1)C=C(N2)NC(C2=C(C=CC(=C2)OC)F)=O